dibutanol maleate C(\C=C/C(=O)O)(=O)O.C(CCC)O.C(CCC)O